BrC#CCCCC anti-bromohexyne